BrC=1C(=C(C=CC1OCOC)CO)OC (3-bromo-2-methoxy-4-(methoxymethoxy)phenyl)methanol